2-[(4-chloro-5-pyrimidinyl)oxy]-N-ethyl-5-fluoro-N-(1-methylethyl)-benzamide ClC1=NC=NC=C1OC1=C(C(=O)N(C(C)C)CC)C=C(C=C1)F